phytyl-panthenol C(\C=C(/C)\CCC[C@H](C)CCC[C@H](C)CCCC(C)C)C(O)CCNC([C@H](O)C(C)(C)CO)=O